C([O-])([O-])=O.C[N+](C)(C)C.C[N+](C)(C)C methyl-trimethyl-ammonium carbonate